5-((2-amino-3-fluoropyridin-4-yl)methyl)-3,4-difluoro-2-((2-fluoro-4-iodo-5-methoxyphenyl)amino)benzoic acid NC1=NC=CC(=C1F)CC=1C(=C(C(=C(C(=O)O)C1)NC1=C(C=C(C(=C1)OC)I)F)F)F